2-(tert-Butyl)-2'-phenyl-1'H-spiro[benzo[d][1,3]oxazine-4,4'-isoquinoline]-1',3'(2'H)-dione C(C)(C)(C)C=1OC2(C(N(C(C3=CC=CC=C23)=O)C2=CC=CC=C2)=O)C2=C(N1)C=CC=C2